C(#C)C1=C(C=C(C=C1C)C)C 2-ethynyl-1,3,5-trimethylbenzene